NC=1C(=C(C=CC1)N1CCC(CC1)(C)NC(OC(C)(C)C)=O)[N+](=O)[O-] tert-butyl (1-(3-amino-2-nitrophenyl)-4-methylpiperidin-4-yl)carbamate